S1C(=NC2=C1C=CC=C2)NC2=C(C=C(N=N2)N(C=2SC(=C(N2)C(=O)O)CCCOC2=C(C=C(C=C2)C#CCN(C)C)F)CCCP(=O)(O)O)C 2-({6-[(1,3-Benzothiazol-2-yl)amino]-5-methylpyridazin-3-yl}(3-phosphonopropyl)amino)-5-(3-{4-[3-(dimethylamino)prop-1-yn-1-yl]-2-fluorophenoxy}propyl)-1,3-thiazole-4-carboxylic acid